FC1=CC=C(C=C1)[C@@H]1N(CCC2=CC=CC=C12)C(=O)C1=CC(=C(CO1)N)O ((3R,4R,6R)-6-((S)-1-(4-fluorophenyl)-1,2,3,4-tetrahydroisoquinoline-2-carbonyl)-4-hydroxy-pyran-3-yl)amine